1-(aminooxy)-2-methylpropan-2-ol NOCC(C)(O)C